1'-(2-(1-(Cyclopropylsulfonyl)-1H-pyrazol-4-yl)pyrimidin-4-yl)-N4'-((1s,4s)-4-((2-fluoroethyl)amino)cyclohexyl)-5-((4-methylpiperazin-1-yl)methyl)-[2,3'-bipyridine]-4',6'-diamine C1(CC1)S(=O)(=O)N1N=CC(=C1)C1=NC=CC(=N1)N1CC(=C(C=C1N)NC1CCC(CC1)NCCF)C1=NC=C(C=C1)CN1CCN(CC1)C